2-ethylethylene sulfite S1(=O)OCC(CC)O1